(S)-1-(methylglycyl)-N-(6-(trifluoromethoxy)benzo[d]thiazol-2-yl)pyrrolidine-2-carboxamide CNCC(=O)N1[C@@H](CCC1)C(=O)NC=1SC2=C(N1)C=CC(=C2)OC(F)(F)F